2-[[5-(4-chloro-2-fluoro-phenyl)-3-methyl-triazol-4-yl]methyl]-5-(methylamino)pyridazin ClC1=CC(=C(C=C1)C1=C(N(N=N1)C)CN1NC=C(C=C1)NC)F